C(C)S(=O)(=O)OC1=CC=CC=2COC(OCC21)C=2N=C(SC2)C2CCN(CC2)C(CN2N=C(C=C2C)C(F)(F)F)=O 4-[4-(6-ethylsulfonyloxy-1,5-dihydro-3H-2,4-benzodioxepin-3-yl)-2-thiazolyl]-1-[2-[5-methyl-3-(trifluoromethyl)-1H-pyrazol-1-yl]acetyl]piperidine